O=C(CC(=O)OCC)CC1=C(C=C(C(=C1)F)F)F ethyl 3-oxo-4-(2,4,5-trifluorophenyl)-butyrate